N-{(5R)-8-chloro-1-[trans-4-(pyridin-2-yloxy)cyclohexyl]-5,6-dihydro-4H-[1,2,4]Triazolo[4,3-a][1]Benzazepin-5-yl}-N3,N3-dimethyl-beta-alaninamide ClC=1C=CC2=C(C[C@H](CC=3N2C(=NN3)[C@@H]3CC[C@H](CC3)OC3=NC=CC=C3)NC(CCN(C)C)=O)C1